ClC=1C(NC(N(C1)C=1C=NN2C1C=C(C=C2)C[C@H]2C[C@@H](N(CC2)CC2CCC(CC2)(F)F)C)=O)=O 5-chloro-1-(5-(((2S,4R)-1-((4,4-difluorocyclohexyl)methyl)-2-methylpiperidin-4-yl)methyl)pyrazolo[1,5-a]pyridin-3-yl)pyrimidine-2,4(1H,3H)-dione